6-[bis(p-anisoyl)amino]-5-fluoro-2-methoxy-nicotinaldehyde C(C1=CC=C(C=C1)OC)(=O)N(C1=NC(=C(C=O)C=C1F)OC)C(C1=CC=C(C=C1)OC)=O